CN(C)CCOCCNCCOCCN(C)C bis-(N,N-dimethylaminoethoxyethyl)amine